BrC1=CC=C2C(=NN=C(C2=C1)OC=1C=CC(=C(C(=O)OC)C1)F)Cl methyl 5-(7-bromo-4-chloro-phthalazin-1-yl)oxy-2-fluoro-benzoate